4-[3-[2,6-dichloro-4-[(2R)-3,3-dimethoxy-2-methylazetidin-1-yl]benzoyl]-2,4-dihydro-1,3-benzoxazine-8-yl]-5-fluoro-2-(3-oxa-8-azabicyclo[3.2.1]octan-8-yl)benzoic acid ClC1=C(C(=O)N2COC3=C(C2)C=CC=C3C3=CC(=C(C(=O)O)C=C3F)N3C2COCC3CC2)C(=CC(=C1)N1[C@@H](C(C1)(OC)OC)C)Cl